CC(CN)(CN)C dimethyl-propane-1,3-diamine